diethyl (4-((2-isopropyl-5H-pyrido[3,2-b]indol-5-yl)methyl)benzyl)phosphonate C(C)(C)C=1C=CC=2N(C=3C=CC=CC3C2N1)CC1=CC=C(CP(OCC)(OCC)=O)C=C1